COC1=NC(=CC=C1NC(=O)C=1C(=NOC1C)C1=CC=CC=C1)C1=NN(N=C1)C1OCCCC1 N-(2-Methoxy-6-(2-(tetrahydro-2H-pyran-2-yl)-2H-1,2,3-triazol-4-yl)pyridin-3-yl)-5-methyl-3-phenylisoxazole-4-carboxamide